[(3-chloro-2-methoxyphenyl)amino]-2-[3-(2-methoxyethoxy)pyridin-4-yl]-5H,6H,7H-pyrazolo[1,5-a]pyrazin-4-one ClC=1C(=C(C=CC1)NC=1C(=NN2C1C(NCC2)=O)C2=C(C=NC=C2)OCCOC)OC